(3-methoxycyclobutyl)(6-(2-methyl-2H-pyrazolo[3,4-b]pyridin-5-yl)thieno[2,3-b]pyridin-2-yl)methanol COC1CC(C1)C(O)C1=CC=2C(=NC(=CC2)C2=CC=3C(N=C2)=NN(C3)C)S1